[Si](C1=CC=CC=C1)(C1=CC=CC=C1)(C(C)(C)C)OC1C(CCC1)C(C=O)=O 2-[2-[tert-butyl(diphenyl)silyl]oxycyclopentyl]-2-oxo-acetaldehyde